C(C)C(C(=O)OOC(CCCCC)OOC(C(CCCC)CC)=O)CCCC bis(2-ethylhexanoyl-peroxy)hexane